BrCC1=C(C=C(C=C1)COCCOCCNC(OC(C)(C)C)=O)OC tert-Butyl N-[2-(2-{[4-(bromomethyl)-3-methoxyphenyl]methoxy}ethoxy)ethyl]carbamate